FC([C@H]1NC(OC1)=O)F (4S)-4-(difluoromethyl)oxazolidin-2-one